5-{5-chloro-2-[(5-hydroxy-3,4-dihydroisoquinolin-2(1H)-yl)carbonyl]phenyl}-N-[3-(2-iodoethoxy)phenyl]-1,2-dimethyl-1H-pyrrole-3-carboxamide ClC=1C=CC(=C(C1)C1=CC(=C(N1C)C)C(=O)NC1=CC(=CC=C1)OCCI)C(=O)N1CC2=CC=CC(=C2CC1)O